NC1=NC=NN2C1=C(C=C2C=2C=C(C(=NC2)OC)C(=O)N[C@@H]2CN(C[C@@H]2F)C(C)C=2N=CSC2)C(F)(F)F 5-[4-amino-5-(trifluoromethyl)pyrrolo[2,1-f][1,2,4]triazin-7-yl]-N-[(3R,4S)-4-fluoro-1-[1-(1,3-thiazol-4-yl)ethyl]pyrrolidin-3-yl]-2-methoxypyridine-3-carboxamide